C(CCC)C1=NN(C(=C1O)CC(C)C)C(C)C 3-n-Butyl-5-isobutyl-4-hydroxy-1-isopropyl-pyrazol